C(=CC1=CC=CC=C1)C=1C=C(C=CC1)O 3-styrylphenol